methyl 5-amino-2-methyl-benzoate NC=1C=CC(=C(C(=O)OC)C1)C